C(C)(C)C1=CC=C(C=C1)N1N=C2C=3C(N(CCC13)C(=O)OC(C)(C)C)CNC(CN2C)=O tert-butyl 2-(4-isopropylphenyl)-10-methyl-8-oxo-3,4,5a,6,7,8,9,10-octahydro-1,2,5,7,10-pentaazacycloocta[cd]indene-5(2H)-carboxylate